N-(5-(6-(1-hydroxypropyl)-4-methylpyridin-3-yl)thiazolo[4,5-e][1,2,4]triazolo[1,5-a]pyridin-2-yl)acetamide OC(CC)C1=CC(=C(C=N1)C=1C=2N(C3=C(C1)N=C(S3)NC(C)=O)N=CN2)C